3-(((2-(dimethylamino)ethyl)amino)methylene)-6-(2-nitrophenyl)piperidine-2,4-dione CN(CCNC=C1C(NC(CC1=O)C1=C(C=CC=C1)[N+](=O)[O-])=O)C